C(C1=CC=CC=C1)OC=1C=C2CC(C(C2=C(C1)F)=O)Br 5-(benzyloxy)-2-bromo-7-fluoro-2,3-dihydro-1H-inden-1-one